N-[(tert-butoxy)carbonyl]-N-{[2-(piperazin-1-yl)pyrimidin-5-yl]methyl}carbamic acid C(C)(C)(C)OC(=O)N(C(O)=O)CC=1C=NC(=NC1)N1CCNCC1